4-((2,4-dichloro-5-methoxyphenyl)amino)-7-(3-(4-(4-((2-(2,6-dioxopiperidin-3-yl)-1-oxoisoindolin-4-yl)amino)butanoyl)piperazin-1-yl)propoxy)-6-methoxyquinoline-3-carbonitrile ClC1=C(C=C(C(=C1)Cl)OC)NC1=C(C=NC2=CC(=C(C=C12)OC)OCCCN1CCN(CC1)C(CCCNC1=C2CN(C(C2=CC=C1)=O)C1C(NC(CC1)=O)=O)=O)C#N